N1CC(OCC1)C1=C(C=CC=C1)C1=CC=C(C(=O)N)C=C1 4-((morpholin-2-yl)phenyl)benzamide